BrC=1C=C(C(=NC1)CNC(C(=O)OCC)=O)Cl ethyl 2-(((5-bromo-3-chloropyridin-2-yl)methyl)amino)-2-oxoacetate